2-(4-(7-(2',3',4',5'-tetrahydro-[1,1'-biphenyl]-4-yl)-1H-benzo[d]imidazol-2-yl)phenyl)acetic acid C1(=CC=C(C=C1)C1=CC=CC2=C1NC(=N2)C2=CC=C(C=C2)CC(=O)O)C=2CCCCC2